4-bromo-6-fluoro-2-methyl-1-(phenylsulfonyl)-1H-indole BrC1=C2C=C(N(C2=CC(=C1)F)S(=O)(=O)C1=CC=CC=C1)C